2-(3-methylphenyl)-4H-benzoquinolin-4-one CC=1C=C(C=CC1)C1=NC2=C3C(=CC=C2C(C1)=O)C=CC=C3